urea glutamate N[C@@H](CCC(=O)O)C(=O)O.NC(=O)N